ClC=1C=C(C=C2C=C(N=CC12)NC(=O)[C@H]1[C@@H](C1)C#N)C=1C(=NNC1)C(F)(F)F |r| (±)-trans-N-[8-chloro-6-[3-(trifluoromethyl)-1H-pyrazol-4-yl]-3-isoquinolinyl]-2-cyano-cyclopropanecarboxamide